5-bromo-3-Isopropylpyridin-2-amine BrC=1C=C(C(=NC1)N)C(C)C